2-(acryloyloxy)ethyl-trimethylammonium chloride [Cl-].C(C=C)(=O)OCC[N+](C)(C)C